1,1'-azo-bis(1-cyclohexanecarbonitrile) N(=NC1(CCCCC1)C#N)C1(CCCCC1)C#N